ClCCSC1=CC=CC2=CC(=CC=C12)SCCCl 1,6-bis(2-chloroethylthio)naphthalene